benzo[c]isoxazole-6-carboxylate N=1OC=C2C1C=C(C=C2)C(=O)[O-]